2-(4-((6-(4-methoxypyrrolo[2,1-f][1,2,4]triazin-5-yl)-2-methyl-1H-benzo[d]imidazol-1-yl)methyl)piperidin-1-yl)ethan-1-ol COC1=NC=NN2C1=C(C=C2)C=2C=CC1=C(N(C(=N1)C)CC1CCN(CC1)CCO)C2